BrC=1C=C(C(N(C1C)C)=O)C 5-bromo-1,3,6-trimethylpyridin-2(1H)-one